2,3-dioxan C1OOCCC1